Dioxocycloheptene-6-carbonitrile O=C1C(C=CCC(C1)C#N)=O